Cl.C1(=CC=CC=C1)C=1C(NN=CC1)=O 4-phenylpyridazin-3-one hydrochloride